silylene-bis(2-methyl-4-t-butylinden-1-yl)hafnium [SiH2]=[Hf](C1C(=CC2=C(C=CC=C12)C(C)(C)C)C)C1C(=CC2=C(C=CC=C12)C(C)(C)C)C